4-(1-oxo-2-propenyl)-morpholin O=C(C=C)N1CCOCC1